ClC1=NNC(C(=C1)[C@H](C)N1N=C(C(=C1)NC(=O)[C@H](C(C1CC1)C1CC1)NC(=O)C=1N(N=CC1)CC1CC(C1)(F)F)F)=O N-[(1S)-1-[[1-[(1S)-1-(3-chloro-6-oxo-1H-pyridazin-5-yl)ethyl]-3-fluoro-pyrazol-4-yl]carbamoyl]-2,2-dicyclopropyl-ethyl]-2-[(3,3-difluoro-cyclobutyl)methyl]pyrazole-3-carboxamide